C(C)(C)S(=O)(=O)N1CCN(CC1)CC=1C=CC2=C(C(=NO2)N2C(NC(CC2)=O)=O)C1 1-(5-((4-(isopropylsulfonyl)piperazin-1-yl)methyl)benzo[d]isoxazol-3-yl)dihydropyrimidine-2,4(1H,3H)-dione